C1(CC1)C1=CN(C=2N=CN=C(C21)N2[C@H](CN([C@@H](C2)C)C(C(C)(C)OC)=O)C)C=2C=C(C#N)C=CN2 2-(5-cyclopropyl-4-((2S,5R)-4-(2-methoxy-2-methylpropanoyl)-2,5-dimethylpiperazin-1-yl)-7H-pyrrolo[2,3-d]pyrimidin-7-yl)isonicotinonitrile